C(C)(=O)C1=CC(=C2CNC(C2=C1)=O)C(F)(F)F 6-acetyl-4-(trifluoromethyl)-2,3-dihydro-isoindol-1-one